CC(CC)CCCC(CCCC(CCCCCCCCCCCCCCCCCCCCC)C)C 3,7,11-trimethyldotriacontane